2,4,6-trichloro-5-sulfoisophthalic acid ClC1=C(C(=O)O)C(=C(C(=C1C(=O)O)Cl)S(=O)(=O)O)Cl